FC(OC1CCN(CC1)CC1OC2=C(OC1)C=C1CCC3(C1=C2)CCC(CC3)C(=O)O)(F)F 3'-{[4-(trifluoromethoxy)piperidin-1-yl]methyl}-2',3',7',8'-tetrahydrospiro[cyclohexane-1,6'-indeno[5,6-b][1,4]dioxine]-4-carboxylic acid